ClC=1C2=C(C(=NC1)N)C(=NN2C(C)C)C2=NOC(=C2C2=NC(=CC=C2)C)C2CC2 7-chloro-3-(5-cyclopropyl-4-(6-methylpyridin-2-yl)isoxazol-3-yl)-1-isopropyl-1H-pyrazolo[4,3-c]pyridin-4-amine